1-(2-bromoethyl)-2-methylbenzene BrCCC1=C(C=CC=C1)C